C(C1=CC=CC=C1)N(C(C(=C)C)=O)C1=C(C=C(C=C1)Br)Br N-benzyl-N-(2,4-dibromophenyl)methacrylamide